(+/-)-3-(aminomethyl)tetrahydrofuran-3-amine NC[C@]1(COCC1)N |r|